N-[1-[(3,4-difluorophenyl)methyl]-4-piperidinyl]-6-(trifluoromethyl)-3-pyridazinamine FC=1C=C(C=CC1F)CN1CCC(CC1)NC=1N=NC(=CC1)C(F)(F)F